ClC1=C(C=C(C=C1)F)[C@H](CC)N1N=CC=C1C (1S,2R)-1-(2-chloro-5-fluorophenyl)-1-(5-methyl-1H-pyrazol-1-yl)propan